methyl (S)-2-(((benzoyl) carbonyl) amino)-4-fluorobutyrate C(C1=CC=CC=C1)(=O)C(=O)N[C@H](C(=O)OC)CCF